COC(=O)C1=C[C@H](CO1)NC(=O)[C@]1(CC(=NO1)C1=CC(=CC(=C1)F)F)C.OCCNC(C=C)=O N-Hydroxyethyl-acrylamide Methyl-(3R)-3-[[(5R)-3-(3,5-difluorophenyl)-5-methyl-4H-isoxazole-5-carbonyl]amino]-2,3-dihydrofuran-5-carboxylate